OC(C(=O)O)C1=CC(=CC=C1)N 2-hydroxy-2-(3-aminophenyl)acetic acid